N-((1r,3r)-3-(3-chloro-4-cyanophenoxy)-2,2,4,4-tetramethylcyclobutyl)-4-(4-(2-oxoethyl)piperidin-1-yl)benzamide ClC=1C=C(OC2C(C(C2(C)C)NC(C2=CC=C(C=C2)N2CCC(CC2)CC=O)=O)(C)C)C=CC1C#N